5-Fluoro-2-[[(1R)-1-[6-methyl-2-(1-methylindazol-6-yl)-4-oxo-chromen-8-yl]ethyl]amino]benzoic acid FC=1C=CC(=C(C(=O)O)C1)N[C@H](C)C=1C=C(C=C2C(C=C(OC12)C1=CC=C2C=NN(C2=C1)C)=O)C